C(C)(C)(C)NC(=O)C1=NC=CC(=C1)NC(CC1=C(C=CC=C1O)Cl)=O N-tert-butyl-4-[[2-(2-chloro-6-hydroxy-phenyl)acetyl]amino]pyridine-2-carboxamide